C(C=C)(=O)NC=1C=C(C=CC1)C=1C=C(C=C2C=NC=NC12)C1=C(C=C(C(=O)NC2=NC=CC=C2)C=C1)C#N 4-(8-(3-acrylamidophenyl)quinazolin-6-yl)-3-cyano-N-(pyridin-2-yl)benzamide